4-methylbenzohydrazide CC1=CC=C(C(=O)NN)C=C1